tert-butyl (cyclopropylmethyl)((3R)-1-(6-(1-(4-(5-cyclopropylpyridin-3-yl)-1H-1,2,3-triazol-1-yl)ethyl)pyridazin-3-yl)piperidin-3-yl)carbamate C1(CC1)CN(C(OC(C)(C)C)=O)[C@H]1CN(CCC1)C=1N=NC(=CC1)C(C)N1N=NC(=C1)C=1C=NC=C(C1)C1CC1